(R)-2-hydroxy-N-(1-methylpiperidin-4-yl)-2-phenylacetamide O[C@@H](C(=O)NC1CCN(CC1)C)C1=CC=CC=C1